6-bromo-3-indolecarboxylic acid BrC1=CC=C2C(=CNC2=C1)C(=O)O